NC1=C2N=CN(C2=NC(=N1)F)CC=1C=C(C=CC1)O 3-((6-amino-2-fluoro-9H-purine-9-yl)methyl)phenol